C(C1=CC=CC=C1)(=O)NC=1C=2N=CN([C@H]3[C@@H]([C@H](OP(=O)O)[C@@H](CO)O3)F)C2N=CN1 N-benzoyl-2'-deoxy-2'-fluoro-3'-O-[hydroxy(oxo)-λ5-phosphanyl]adenosine